p-tert-butyl-phenylacetaldehyde C(C)(C)(C)C1=CC=C(C=C1)CC=O